ClC1=CC=C(C(=N1)F)C(CC1OC1)O 1-(6-chloro-2-fluoro-3-pyridyl)-2-(oxiran-2-yl)ethanol